ClC(O)(C(O)CO)C(C1=CC=CC=C1)=O chlorobenzoyl-glycerol